N1(CCC1)C1=CC2=C(C=C(O2)C(=O)NS(=O)(=O)C2=C(C=CC(=C2)COCC)Cl)C(=C1)F 6-(Azetidin-1-yl)-N-[2-chloro-5-(ethoxymethyl)benzene-1-sulfonyl]-4-fluoro-1-benzofuran-2-carboxamide